N[C@]1(CN(CCC1)C=1C=NC(=CC1CN1C2=NC=NC(=C2N=C1)N)C1=C(C=C(C(=C1)F)F)F)[C@@H](C(F)F)O (S)-1-((R)-3-amino-1-(4-((6-amino-9H-purin-9-yl)methyl)-6-(2,4,5-trifluorophenyl)pyridin-3-yl)piperidin-3-yl)-2,2-difluoroethan-1-ol